CN1N=CC(=C1)NC(=O)C1N(CCC1)C(=O)[O-] 2-[(1-methylpyrazol-4-yl)carbamoyl]pyrrolidine-1-carboxylate